4,4'-bis(3,4-dicyanophenoxy)biphenyl methoxymethyl-4-((4-(benzyloxy)-2-methoxy-6-methylbenzoyl)oxy)-2-(methoxymethoxy)-3,6-dimethyl-5-vinylbenzoate COCOC(C1=C(C(=C(C(=C1C)C=C)OC(C1=C(C=C(C=C1C)OCC1=CC=CC=C1)OC)=O)C)OCOC)=O.C(#N)C=1C=C(OC2=CC=C(C=C2)C2=CC=C(C=C2)OC2=CC(=C(C=C2)C#N)C#N)C=CC1C#N